N[C@H]1[C@H](CN(CC1)C(=O)C1=CC=C2N=CC(=NC2=C1)C=1C=C2C=CN(C(C2=CC1)=O)C)O 6-(7-(((3S,4R)-4-amino-3-hydroxy-1-piperidinyl)carbonyl)-2-quinoxalinyl)-2-methyl-1(2H)-isoquinolinone